1-[(3S,5R)-5-(Methoxymethyl)-1-(prop-2-enoyl)pyrrolidin-3-yl]-5-(methylamino)-3-[2-(quinoxalin-6-yl)ethynyl]pyrazole-4-carboxamide tert-butyl-2-bromoacrylate C(C)(C)(C)OC(C(=C)Br)=O.COC[C@H]1C[C@@H](CN1C(C=C)=O)N1N=C(C(=C1NC)C(=O)N)C#CC=1C=C2N=CC=NC2=CC1